NC1=C(C2=C(S1)C(=CC=C2C=2C1=C(C=3C=NC(=NC3C2Cl)N2C[C@@H]3CN([C@@H]3C2)C)COC1)F)C#N 2-Amino-4-(5-chloro-3-((1S,5S)-6-methyl-3,6-diazabicyclo[3.2.0]heptan-3-yl)-7,9-dihydrofuro[3,4-f]quinazolin-6-yl)-7-fluorobenzo[b]thiophene-3-carbonitrile